tert-butyl (1R,4R)-5-(3-((tert-butoxycarbonyl)amino)-2-chloro-5-cyanophenyl)-2,5-diazabicyclo[2.2.1]heptane-2-carboxylate C(C)(C)(C)OC(=O)NC=1C(=C(C=C(C1)C#N)N1[C@H]2CN([C@@H](C1)C2)C(=O)OC(C)(C)C)Cl